C(C)(C)OC(=O)C1OCC(C1)NC(=O)[C@]1(CC(=NO1)C1=CC(=CC(=C1)F)F)C=C 4-[[(5S)-3-(3,5-difluorophenyl)-5-vinyl-4H-isoxazole-5-carbonyl]amino]tetrahydrofuran-2-carboxylic acid isopropyl ester